methyl (2R)-2-amino-3-{[(tert-butoxy)carbonyl]amino}propanoate hydrochloride Cl.N[C@@H](C(=O)OC)CNC(=O)OC(C)(C)C